NC1=CC=C(C=C1)CC=O (4-amino-phenyl)-acetaldehyde